1-benzyl-3,7-dimethyl-8-(methylsulfonyl)-1H-purine-2,6(3H,7H)-dione C(C1=CC=CC=C1)N1C(N(C=2N=C(N(C2C1=O)C)S(=O)(=O)C)C)=O